BrC1=CC=2N(C3=CC=CC=C3C2C=C1)C1=C(C=C(C(=C1C)OC)C)NS(=O)(=O)C1=CC=C(C=C1)C N-(2-(2-bromo-9H-carbazol-9-yl)-4-methoxy-3,5-dimethylphenyl)-4-methylbenzenesulfonamide